Cl.N1CCC(CC1)C=1N=C2N(C=CC=C2)C1 (piperidin-4-yl)imidazo[1,2-a]pyridine hydrochloride